CC(C)OC1=C(C(=O)NC2=C(C(=O)NC3=CC(=CC=C3)S(=O)(=O)C(F)(F)F)C=CC=C2)C=CC=C1 2-[[2-(1-methylethoxy)benzoyl]amino]-N-[3-[(trifluoromethyl)sulfonyl]phenyl]-benzamide